(3R,4S,5S,6R)-2-(4-chloro-3-(4-ethoxybenzyl)phenyl)-6-(hydroxymethyl)tetrahydro-2H-pyran-2,3,4,5-tetraol ClC1=C(C=C(C=C1)C1(O[C@@H]([C@H]([C@@H]([C@H]1O)O)O)CO)O)CC1=CC=C(C=C1)OCC